tert-butyl (8-((2,4-dimethoxybenzyl)carbamoyl)-6-fluoro-5-(o-tolyl)-2,3,4,9-tetrahydro-1H-carbazol-3-yl)carbamate COC1=C(CNC(=O)C=2C=C(C(=C3C=4CC(CCC4NC23)NC(OC(C)(C)C)=O)C2=C(C=CC=C2)C)F)C=CC(=C1)OC